tetraoxa-16-azaicosan-20-oic acid, trifluoroacetate salt FC(C(=O)O)(F)F.OOOOCCCCCCCCCCCNCCCC(=O)O